BrC=1C=C(C=NC1)C1N=C(CC1)NNC(=O)OC methyl 2-(2-(5-bromopyridin-3-yl)-3,4-dihydro-2H-pyrrol-5-yl)hydrazine-1-carboxylate